(R)-4-(5-acetamidopyrimidin-2-yl)-N-(1-(6-oxo-5-(trifluoromethyl)-1,6-dihydropyridin-3-yl)ethoxy)piperazine-1-carboxamide C(C)(=O)NC=1C=NC(=NC1)N1CCN(CC1)C(=O)NO[C@H](C)C1=CNC(C(=C1)C(F)(F)F)=O